O[C@H]1[C@@H](O)[C@H](O)[C@@H](O)[C@H](O1)CO β-D-idopyranose